(3S,4S)-tert-butyl 3-(((5-bromo-1-methyl-1H-pyrazol-4-yl)oxy)methyl)-4-methoxypyrrolidine-1-carboxylate BrC1=C(C=NN1C)OC[C@@H]1CN(C[C@H]1OC)C(=O)OC(C)(C)C